tert-butyl N-[(3R)-8-[5-(1-ethyl-5,5-difluoro-3-piperidyl)-1,3,4-oxadiazol-2-yl]-5,5,7-trifluoro-2-oxo-1-[[4-(trifluoromethoxy)phenyl]methyl]-3,4-dihydro-1-benzazepin-3-yl]carbamate C(C)N1CC(CC(C1)(F)F)C1=NN=C(O1)C1=CC2=C(C(C[C@H](C(N2CC2=CC=C(C=C2)OC(F)(F)F)=O)NC(OC(C)(C)C)=O)(F)F)C=C1F